tristearylparatose triphosphite P(O)(O)O[C@@H](C=O)C[C@H](OP(O)O)[C@H](OP(O)O)C(CCCCCCCCCCCCCCCCCC)(CCCCCCCCCCCCCCCCCC)CCCCCCCCCCCCCCCCCC